FC=1C=C2C(C(=CN(C2=CC1N1[C@H](CCC1)COC1=NC=CC=C1)C1CC(C1)COC)C(=O)OCC)=O ethyl 6-fluoro-1-[3-(methoxymethyl)cyclobutyl]-4-oxo-7-[(2R)-2-[(pyridin-2-yloxy)methyl]pyrrolidin-1-yl]-1,4-dihydroquinoline-3-carboxylate